5-{3-[1-(2-methyl-phenyl)ethyl]-1,2,4-oxadiazol-5-yl}-1-(2-methylpropyl)-1H-1,2,3-benzotriazole CC1=C(C=CC=C1)C(C)C1=NOC(=N1)C1=CC2=C(N(N=N2)CC(C)C)C=C1